CN1N=C2C(=C1C1=CC=CC=C1)CN(C2)C#N methyl-3-phenyl-2,6-dihydropyrrolo[3,4-c]pyrazole-5(4H)-carbonitrile